BrC=1OC2=C(C1Cl)C=CC=C2C(C)(C)C 2-bromo-7-(tert-butyl)-3-chlorobenzofuran